N1-(6-(2H-1,2,3-triazol-2-yl)-5-(trifluoromethyl)pyridin-3-yl)-N2-(5,6-difluoro-1H-indol-3-yl)oxalamide N=1N(N=CC1)C1=C(C=C(C=N1)NC(C(=O)NC1=CNC2=CC(=C(C=C12)F)F)=O)C(F)(F)F